N,N-dimethyl-2,7-diazaspiro[3.5]nonane-2-carboxamide ditrifluoroacetate FC(C(=O)O)(F)F.FC(C(=O)O)(F)F.CN(C(=O)N1CC2(C1)CCNCC2)C